4-phenyl-5,11-dihydro-4H-3,4,10,11-tetraazadibenzo[cd,h]azulene C1(=CC=CC=C1)N1CC2=C3C(C=CC3=C3C(C=C2)=CC=NN3)=N1